NC=1N=C(C2=C(N1)C(=CS2)Br)C=2N=NN(C2)C(C2=CC=CC(=N2)C(C)(C)O)([2H])[2H] 2-(6-((4-(2-Amino-7-bromothieno[3,2-d]pyrimidin-4-yl)-1H-1,2,3-triazol-1-yl)methyl-d2)pyridin-2-yl)propane-2-ol